2-(4-(bromomethyl)phenyl)ethan-1-ol BrCC1=CC=C(C=C1)CCO